3-(benzylthio)-4-methoxy-1a,7a-dihydro-1H-benzo[b]cyclopropa[e][1,4]dioxin C(C1=CC=CC=C1)SC1=C(C=CC2=C1OC1C(O2)C1)OC